BrC1=CC=C2C(=NN(C2=C1)COCC[Si](C)(C)C)C1=NC2=C(N1COCC[Si](C)(C)C)CN(C2)C(CC(C)C)=O 1-(2-(6-bromo-1-((2-(trimethylsilyl)ethoxy)methyl)-1H-indazol-3-yl)-1-((2-(trimethylsilyl)ethoxy)methyl)-4,6-dihydropyrrolo[3,4-d]imidazol-5(1H)-yl)-3-methylbutan-1-one